C(C=C)NC(C)CC1=CC2=C(C=C1)OCO2 N-Allyl-3,4-methylenedioxy-amphetamine